1-((6-amino-[3,4'-bipyridyl]-2'-yl)methyl)-4-(5-chloro-2-(difluoromethyl)phenyl)-5-methoxypyridin NC1=CC=C(C=N1)C1=CC(=NC=C1)CN1CC=C(C(=C1)OC)C1=C(C=CC(=C1)Cl)C(F)F